5-((((S)-5-oxopyrrolidin-2-yl)methyl)amino)-5,6,7,8-tetrahydroquinolin O=C1CC[C@H](N1)CNC1C=2C=CC=NC2CCC1